C1(=CC=CC=2CCCCC12)CO (5,6,7,8-tetrahydronaphthalen-1-yl)methanol